C(C)C1=C2C(=NC=C1NC=O)N=C(S2)SC N-[7-ethyl-2-(methylsulfanyl)[1,3]thiazolo[4,5-b]pyridin-6-yl]formamide